(3-chloro-2,4-difluorophenyl)(3,3-dimethylcyclobutyl)methylamine ClC=1C(=C(C=CC1F)NCC1CC(C1)(C)C)F